(S)-1-(3-Chloro-4-(4-(2-(((3R,4R)-3-fluoro-1-(methylsulfonyl)piperidin-4-yl)amino)-5-(trifluoromethyl)pyrimidin-4-yl)-1H-imidazol-1-yl)benzyl)-3-methylpyrrolidin-3-ol ClC=1C=C(CN2C[C@](CC2)(O)C)C=CC1N1C=NC(=C1)C1=NC(=NC=C1C(F)(F)F)N[C@H]1[C@@H](CN(CC1)S(=O)(=O)C)F